(R)-1-(1-(2-(azetidin-1-yl)ethyl)-1H-pyrazol-4-yl)-6-chloro-7-(2-(((3-chloropyridin-2-yl)oxy)methyl)pyrrolidin-1-yl)-4-oxo-1,4-dihydroquinoline-3-carboxylic acid N1(CCC1)CCN1N=CC(=C1)N1C=C(C(C2=CC(=C(C=C12)N1[C@H](CCC1)COC1=NC=CC=C1Cl)Cl)=O)C(=O)O